(2R,3S,4S,5R,6S)-2-(acetoxymethyl)-6-(2-(hydroxymethyl)-5-iodophenoxy)tetrahydro-2H-pyran-3,4,5-triyl triacetate C(C)(=O)O[C@H]1[C@H](O[C@H]([C@@H]([C@H]1OC(C)=O)OC(C)=O)OC1=C(C=CC(=C1)I)CO)COC(C)=O